C(CCC)S(=O)(=O)Cl butane-1-sulfonyl chloride